FC(CC=1C(=NC(=NC1OC)NS(=O)(=O)C1=CNC2=C(C(=CC=C12)C)N1N=CC=N1)OC)F N-[5-(2,2-difluoroethyl)-4,6-dimethoxy-pyrimidin-2-yl]-6-methyl-7-(triazol-2-yl)-1H-indole-3-sulfonamide